CN(CCN(C=1C(=CC(=CC1)NC=1N=C(C2=C(N1)NC=C2)C2=CNC1=C(C=CC=C21)OC)N)C)C N1-(2-(dimethylamino)ethyl)-N4-(4-(7-methoxy-1H-indol-3-yl)-7H-pyrrolo[2,3-d]pyrimidin-2-yl)-N1-methylbenzene-1,2,4-triamine